(S)-3-chloro-5-(3-(2-chloro-7-(1-methoxyethyl)pyrazolo[1,5-a]pyrimidin-6-yl)ureido)-N-(cyclopropylmethoxy)pyridineamide ClC=1C(=NC=C(C1)NC(=O)NC=1C=NC=2N(C1[C@H](C)OC)N=C(C2)Cl)C(=O)NOCC2CC2